F[C@H]1C[C@H](N(C1)C(CN1C[C@H](CC1)NC1=CC=C2C=CC=NC2=C1)=O)C#N (2S,4S)-4-fluoro-1-[2-[(3S)-3-(7-quinolinylamino)pyrrolidin-1-yl]acetyl]pyrrolidine-2-carbonitrile